2-hydroxy-2-hydroxyethylsuccinic acid OC(CC(C(=O)O)CC(=O)O)O